2-hydroxy-N-(2-(5-methoxy-1H-indol-3-yl)ethyl)-4-methylbenzamide OC1=C(C(=O)NCCC2=CNC3=CC=C(C=C23)OC)C=CC(=C1)C